tert-butyl (1S)-7-chloro-6-(hydroxymethyl)-8-methoxy-1-methyl-1,3-dihydropyrrolo[3,4-c]quinoline-2-carboxylate ClC=1C(=CC=2C3=C(C=NC2C1CO)CN([C@H]3C)C(=O)OC(C)(C)C)OC